1-(4-(1-(2-fluorophenyl)azetidin-3-yl)benzyl)piperidine-4-carboxylic acid, formate salt C(=O)O.FC1=C(C=CC=C1)N1CC(C1)C1=CC=C(CN2CCC(CC2)C(=O)O)C=C1